(E)-l-3-chloro-docosen-13-enoic acid Cl/C(=C/C(=O)O)/CCCCCCCCCC=CCCCCCCCC